(R)-N-((2-(aminomethyl)morpholino)sulfonyl)-5-chloro-4-(cyclopentylmethoxy)-2-fluorobenzamide 2,2,2-trifluoroacetate FC(C(=O)O)(F)F.NC[C@H]1OCCN(C1)S(=O)(=O)NC(C1=C(C=C(C(=C1)Cl)OCC1CCCC1)F)=O